FC1=C2C(=CC=3N=C(OC31)[C@H](C)NC(OC(C)(C)C)=O)CC(C2)C=O tert-Butyl N-[(1S)-1-(8-fluoro-6-formyl-6,7-dihydro-5H-cyclopenta[f][1,3]benzoxazol-2-yl)ethyl]carbamate